COC(C1=CC(=C(C(=C1)OC)OC(=C(F)F)C([2H])([2H])[2H])OC)OC 4-(2,2-difluoro-1-(trideuteromethyl)vinyloxy)-3,5-dimethoxybenzaldehyde dimethyl acetal